OCCN1C(=C(C=C1)NCCOC(C)C)C(=O)OCC Ethyl 1-(2-hydroxyethyl)-3-((2-isopropoxyethyl) amino)-1H-pyrrole-2-carboxylate